C=C1CC=CC=2CC=CC(C12)=O α-methylene-naphthalen-8(5H)-one